C[C@H]1N(CCNC1)C(=O)OC(C)(C)C 2-methylpropan-2-yl (2R)-2-methylpiperazine-1-carboxylate